[2-[5-[[dimethyl(oxo)-λ6-sulfanylidene]amino]-3-ethylsulfonyl-2-pyridyl]-1,3-benzoxazol-5-yl]-ethyliminooxo-(trifluoromethyl)-λ6-sulfane CS(=O)(C)=NC=1C=C(C(=NC1)C=1OC2=C(N1)C=C(C=C2)S(C(F)(F)F)(=O)=NCC)S(=O)(=O)CC